O=C1NC2=C(OC13CN(C3)C(=O)OCCCC)C=CC=N2 butyl 3'-oxo-3',4'-dihydrospiro[azetidine-3,2'-pyrido[3,2-b][1,4]oxazine]-1-carboxylate